CN1C(=NN=C1)S[C@@H](C)C=1C=C(C=CC1)NC(=O)C=1N=CC2=CC=CC=C2C1 (S)-N-(3-(1-((4-Methyl-4H-1,2,4-triazol-3-yl)thio)ethyl)phenyl)isoquinoline-3-carboxamide